C(C)C1CN(CC=C1C=1C=NC(=CC1)C(=O)NC)CC=1C=NC=2C=C(C(NC2C1)=O)CC 3'-ethyl-1'-((7-ethyl-6-oxo-5,6-dihydro-1,5-naphthyridin-3-yl)methyl)-N-methyl-1',2',3',6'-tetrahydro-[3,4'-bipyridine]-6-carboxamide